2,5-Dibutylbenzene-1,3-diol C(CCC)C1=C(C=C(C=C1O)CCCC)O